BrC1=C(OCCC2=CC=CC=C2)C=CC=C1 2-(2-bromophenoxy)-1-phenylethane